[4-[2-(1,2,3,4-tetrahydroisoquinolin-6-yl)-3H-imidazo[4,5-b]pyridin-7-yl]-1-piperidyl]-[4-(trifluoromethoxy)phenyl]methanone C1NCCC2=CC(=CC=C12)C1=NC=2C(=NC=CC2C2CCN(CC2)C(=O)C2=CC=C(C=C2)OC(F)(F)F)N1